ClC1=C(C(=C(C=C1OC)OC)Cl)C=1C=C2C=NC(=NC2=CC1)N[C@@H]1[C@H]2C[C@H]2C[C@@H]1N (1S,2R,3S,5S)-N2-(6-(2,6-dichloro-3,5-dimethoxyphenyl)quinazolin-2-yl)bicyclo[3.1.0]hexane-2,3-diamine